ClC1=NC=C(C=N1)C(=O)O 2-chloropyrimidine-5-carboxylic acid